2-(2-((5-(3-(aminomethyl)phenyl)-2-(1-hydroxyethyl)benzofuran-3-yl)methoxy)phenyl)acetic acid NCC=1C=C(C=CC1)C=1C=CC2=C(C(=C(O2)C(C)O)COC2=C(C=CC=C2)CC(=O)O)C1